C(CCCCCCCCCCCCCCCCCCC)(=O)N[C@@H]1C[C@H]2C[C@H]([C@H]3[C@@H]4CC[C@H]([C@@H](CCC)C)[C@]4([C@H](C[C@@H]3[C@]2(CC1)C)O)C)O 3β-Arachidylamido-7α,12α-dihydroxy-5β-cholan